ClC=1C(=C2C(=NC1)NC(=N2)C2=CC=C(C=C2)N2CCN(CC2)CCOCCOC)NC2CCN(CC2)CC=2SC=CC2 6-Chloro-2-(4-{4-[2-(2-methoxyethoxy)ethyl]piperazin-1-yl}phenyl)-N-[1-(thiophen-2-ylmethyl)piperidin-4-yl]-3H-imidazo[4,5-b]pyridin-7-amine